16-chloro-22,24-difluoro-17-hydroxy-8,12-dioxa-19lambda6-thia-20-azatetracyclo[19.3.1.114,18.02,7]hexacosa-1(25),2,4,6,14,16,18(26),21,23-nonaene-13,19,19-trione ClC=1C=C2C(OCCCOC3=CC=CC=C3C=3C(=CC(=C(NS(C(C1O)=C2)(=O)=O)C3)F)F)=O